FC1=C(C=2N(C=C1NC(=O)N1CCC=3C1=NC=CC3N3C[C@H](N([C@H](C3)C)C(=O)OC(C)(C)C)C)C=C(N2)C)C tert-butyl (2R,6S)-4-(1-((7-fluoro-2,8-dimethylimidazo[1,2-a]pyridin-6-yl)carbamoyl)-2,3-dihydro-1H-pyrrolo[2,3-b]pyridin-4-yl)-2,6-dimethylpiperazine-1-carboxylate